O=C1C(C2=CC=CC=C2C=C1)S(=O)(=O)Cl oxonaphthalene-1-sulfonic acid chloride